6-fluoro-2-(hydroxymethyl)hexahydro-3H-pyrrolizine-3-one FC1CN2C(C(CC2C1)CO)=O